FC1(CC1)C(=O)N1CCCC2=CC(=CC=C12)C1(CCC1)C(=O)NC1=CC=C(C=C1)F 1-[1-(1-Fluorocyclopropan-1-carbonyl)-1,2,3,4-tetrahydrochinolin-6-yl]-N-(4-fluorophenyl)cyclobutan-1-carboxamid